tert-butyl (exo)-1,5-dimethyl-3-[(6-[4-[1-(oxan-2-yl)pyrazol-4-yl]-1,3-benzothiazol-7-yl]pyridazin-3-yl)amino]-8-azabicyclo[3.2.1]octane-8-carboxylate CC12CC(CC(CC1)(N2C(=O)OC(C)(C)C)C)NC=2N=NC(=CC2)C2=CC=C(C=1N=CSC12)C=1C=NN(C1)C1OCCCC1